Methyl (S)-4-amino-3-fluoro-5-((oxetan-2-ylmethyl)amino)benzoate Methyl-(S)-3-fluoro-4-nitro-5-((oxetan-2-ylmethyl)amino)benzoate COC(C1=CC(=C(C(=C1)NC[C@H]1OCC1)[N+](=O)[O-])F)=O.NC1=C(C=C(C(=O)OC)C=C1NC[C@H]1OCC1)F